[Ti].[Sm].[Ba] barium samarium-titanium